FC(C(=O)O)(F)F.ClC1=NC=C(C(=C1)OC(F)F)C=1C=NN(C1)C1CNCC1 2-chloro-4-(difluoromethoxy)-5-(1-(pyrrolidin-3-yl)-1H-pyrazol-4-yl)pyridine trifluoroacetate